2-(1-(3,4-difluorophenyl)ethyl)-10H-phenothiazine FC=1C=C(C=CC1F)C(C)C1=CC=2NC3=CC=CC=C3SC2C=C1